N-[5-[(4-chlorophenyl)methoxy]-1,3,4-thiadiazol-2-yl]-3-(2-ethylphenyl)pyridine-4-carboxamide ClC1=CC=C(C=C1)COC1=NN=C(S1)NC(=O)C1=C(C=NC=C1)C1=C(C=CC=C1)CC